C1(=CC=CC=C1)C1N(CCC1)C1=CC=C(C(=O)N2CCN(CC2)C2=NC3=CC=CC=C3C(N2)=O)C=C1 2-[4-[4-(2-Phenylpyrrolidin-1-yl)benzoyl]piperazin-1-yl]-3H-quinazolin-4-one